3-(4-Fluoro-phenyl)-1-[4-(5-hydroxy-pyridin-2-yl)-piperazin-1-yl]-3-methyl-butan-1-one FC1=CC=C(C=C1)C(CC(=O)N1CCN(CC1)C1=NC=C(C=C1)O)(C)C